methyl-(2S,5R)-5-(2-bromophenyl)-1-(2'-methoxy-[1,1'-biphenyl]-4-carbonyl)pyrrolidine-2-carboxylic acid C[C@@]1(N([C@H](CC1)C1=C(C=CC=C1)Br)C(=O)C1=CC=C(C=C1)C1=C(C=CC=C1)OC)C(=O)O